8-(1-acetylpiperidin-4-yl)-3-ethyl-2-(trifluoromethyl)chromeno[7,8-d]imidazol-6(3H)-one C(C)(=O)N1CCC(CC1)C=1OC2=C(C(C1)=O)C=CC=1N(C(=NC12)C(F)(F)F)CC